2-chloro-4-(trifluorometh-yl)benzaldehyde ClC1=C(C=O)C=CC(=C1)C(F)(F)F